sodium m-BOC-3-chloropropionyl-benzaldehyde C(=O)(OC(C)(C)C)C=1C(=C(C=O)C=CC1)C(CCCl)=O.[Na]